OS1(CCC(CC1)NC1=CC(=NC=N1)C(=O)OC)O methyl 6-((1,1-dihydroxytetrahydro-2H-thiopyran-4-yl)amino)pyrimidine-4-carboxylate